C(CCCCCCCCCCCCCCCCCCC(=O)O)CCCCCCCCCCCCCCCCCC(=O)O ethylenebis(stearic acid)